P(=O)(O[Si](OC)(OC)OC)(O[Si](OC)(OC)OC)O[Si](OC)(OC)OC tri(trimethoxysilyl) phosphate